2-[3-{2-[(2S)-2-methyl-azetidin-1-yl]-6-(trifluoromethyl)pyrimidin-4-yl}-2-oxo-3-azabicyclo[3.1.0]hex-6-yl]acetic acid C[C@@H]1N(CC1)C1=NC(=CC(=N1)N1C(C2C(C2C1)CC(=O)O)=O)C(F)(F)F